6-((1H-indol-6-yl)amino)-4-((5-chloropyridin-3-yl)amino)picolinonitrile N1C=CC2=CC=C(C=C12)NC1=CC(=CC(=N1)C#N)NC=1C=NC=C(C1)Cl